(S)-7-(sec-butoxy)-N-(1-cyclopropyl-2-oxo-1,2-dihydropyridin-3-yl)-2-(1-methyl-2-oxabicyclo[2.1.1]hex-4-yl)imidazo[1,2-a]pyridine-6-carboxamide [C@H](C)(CC)OC1=CC=2N(C=C1C(=O)NC=1C(N(C=CC1)C1CC1)=O)C=C(N2)C21COC(C2)(C1)C